2-(3-Oxa-6-azabicyclo[3.1.1]heptan-6-yl)-N-(4-((3-fluorobicyclo[1.1.1]pentan-1-yl)carbamoyl)-6-methoxypyridin-3-yl)-6-methoxybenzo[d]thiazole-7-carboxamide C12COCC(N1C=1SC3=C(N1)C=CC(=C3C(=O)NC=3C=NC(=CC3C(NC31CC(C3)(C1)F)=O)OC)OC)C2